tert-butyl (3R)-3-[[6-[(6-methoxy-2-methyl-3,4-dihydro-1H-isoquinolin-7-yl)amino]pyrazolo[3,4-d]pyrimidin-1-yl]methyl]piperidine-1-carboxylate COC=1C=C2CCN(CC2=CC1NC1=NC=C2C(=N1)N(N=C2)C[C@H]2CN(CCC2)C(=O)OC(C)(C)C)C